COC1=C(CN(C2=C3C(=C(N=N2)OC(C)C)N(C(=N3)CCCC)CC3=CC=C(CN2CCN(CC2)C(=O)OC(C)(C)C)C=C3)CC3=C(C=C(C=C3)OC)OC)C=CC(=C1)OC tert-butyl 4-(4-((4-(bis(2,4-dimethoxybenzyl)amino)-2-butyl-7-isopropoxy-1H-imidazo[4,5-d]pyridazin-1-yl)methyl)benzyl)piperazine-1-carboxylate